3-nitroanisole [N+](=O)([O-])C=1C=C(C=CC1)OC